(Z)-1-[N-[3-aminopropyl]-N-[4-(3-aminopropylammonio)butyl]-amino]diazen-1-ium-1,2-diolate NCCCN(CCCC[NH2+]CCCN)/[N+](=N/[O-])/[O-]